Tert-butyl (R)-3-(2-((S)-4-benzyl-2-oxooxazolidin-3-yl)-2-oxoethyl)pyrrolidine-1-carboxylate C(C1=CC=CC=C1)[C@@H]1N(C(OC1)=O)C(C[C@@H]1CN(CC1)C(=O)OC(C)(C)C)=O